C[SiH](C)OC(C)(C)C tertiary butyl dimethyl-silyl ether